C(C1=CC=CC=C1)OC1=C(C=CC(=C1)S(=O)(=O)C)C1=NN=C(C2=CC=C(C=C12)C)N[C@H]1CN(CCC1)CC 4-(2-benzyloxy-4-methylsulfonyl-phenyl)-N-[(3R)-1-ethyl-3-piperidyl]-6-methyl-phthalazin-1-amine